C1(CCCC1)C1=CC(=NN1)NC1=NC2=CC=CC=C2C(=C1F)C N-(5-cyclopentyl-1H-pyrazol-3-yl)-3-fluoro-4-methylquinolin-2-amine